N=1C=CN2C1N=CC(=C2)C=2C=CN1N=C(N=C(C12)OC)NC1CC(C1)(C)NC(=O)C1CC1 N-((1r,3r)-3-((5-(imidazo[1,2-a]pyrimidin-6-yl)-4-methoxypyrrolo[2,1-f][1,2,4]triazin-2-yl)amino)-1-methylcyclobutyl)cyclopropanecarboxamide